L-allo-threonine methyl ester hydrochloride Cl.COC([C@@H](N)[C@@H](O)C)=O